(S,E)-1-((1-((5,6-Difluoro-7-isobutyl-1H-benzo[d]imidazol-2-yl)methyl)-2-oxo-1,2-dihydropyridin-3-yl)amino)-7-(dimethylamino)-1,7-dioxohept-5-en-2-yl-dimethylcarbamat FC1=CC2=C(NC(=N2)CN2C(C(=CC=C2)NC([C@@H](CC\C=C\C(=O)N(C)C)CN(C([O-])=O)C)=O)=O)C(=C1F)CC(C)C